NC=1C=2N(C3=CC(=CC=C3N1)C(=O)N1[C@@H]3[C@@H](OC4=C3C=CC(=C4)C(F)(F)F)C4(CC4)CC1)C=NC2 (4-aminoimidazo[1,5-a]quinoxalin-8-yl)((4aS,9bS)-7-(trifluoromethyl)-2,3,4a,9b-tetrahydro-1H-spiro[benzofuro[3,2-b]pyridine-4,1'-cyclopropan]-1-yl)methanone